(1-methyl-1H-pyrazol-3-yl)cyclohexane-1-carbaldehyde CN1N=C(C=C1)C1(CCCCC1)C=O